BIS(TRICHLORoMETHYL) SULFONE ClC(Cl)(Cl)S(=O)(=O)C(Cl)(Cl)Cl